4-amino-N-methyl-N-((3S)-6-(S-methylsulfonimidoyl)-2,3-dihydro-1-benzofuran-3-yl)-1,3-dihydrofuro[3,4-c]quinoline-8-carboxamide NC1=NC=2C=CC(=CC2C2=C1COC2)C(=O)N([C@@H]2COC1=C2C=CC(=C1)S(=O)(=N)C)C